CC1=C(C=C(C=C1)C1=NN(C=C1)C)CNC1=NN2C(NC(=CC2=O)CCC)=N1 2-[[2-methyl-5-(1-methylpyrazol-3-yl)phenyl]methylamino]-5-propyl-4H-[1,2,4]triazolo[1,5-a]pyrimidin-7-one